ClC1=C(C(=C(C=2C=NC(=NC12)NC1=C(C=C2CCN(CC2=C1)C(C)C)OC)N)F)C1=C(C2=C(OCCN2)N=C1)C 8-chloro-6-fluoro-N~2~-[6-methoxy-2-(propan-2-yl)-1,2,3,4-tetrahydroisoquinolin-7-yl]-7-(8-methyl-2,3-dihydro-1H-pyrido[2,3-b][1,4]oxazin-7-yl)quinazoline-2,5-diamine